BrC1=CC=C(C=C1)C1=C(C#N)C(=CC(=N1)C)O (4-bromophenyl)-4-hydroxy-6-methylnicotinonitrile